COC1=CC=2N(C=C1)N=CC2C(=O)ON2N=NC=1C2=NC=CC1 triazolo[4,5-b]pyridin-3-yl 5-methoxypyrazolo[1,5-a]pyridine-3-carboxylate